2-{[(4-methoxyphenyl)methyl]amino}ethanol COC1=CC=C(C=C1)CNCCO